ClC1=C(C=CC=C1)S(=O)(=O)NC=1N=NC(=CC1)C=1C=C2C=NC(=NC2=C(C1)CC)NC1CCC(CC1)NC 2-chloro-N-(6-(8-ethyl-2-(((1r,4r)-4-(methylamino)cyclohexyl)amino)quinazolin-6-yl)pyridazin-3-yl)benzenesulfonamide